7-(o-tolyl)-2-azaspiro[3.5]nonan C1(=C(C=CC=C1)C1CCC2(CNC2)CC1)C